FC1(C[C@H](CC1)[C@H](C(=O)NC=1SC(=NN1)COC)C1=CC=C(C=C1)C=1N=NN(N1)C)F (S)-2-((S)-3,3-Difluorocyclopentyl)-N-(5-(methoxymethyl)-1,3,4-thiadiazol-2-yl)-2-(4-(2-methyl-2H-tetrazol-5-yl)phenyl)acetamide